4-((2,5-dimethyl-4,5-dihydropyrazolo[1,5-a]pyrido[3,4-e]pyrazin-6-yl)amino)-N-(methyl-d3)-6-(3-methylureido)pyridazine-3-carboxamide tin trioctanoate C(CCCCCCC)(=O)[O-].C(CCCCCCC)(=O)[O-].C(CCCCCCC)(=O)[O-].[Sn+3].CC1=NN2C(CN(C3=C2C=CN=C3NC3=C(N=NC(=C3)NC(=O)NC)C(=O)NC([2H])([2H])[2H])C)=C1